Cl.FC1=C(C(=C(C(=C1CNCCCC)F)F)F)F (Pentafluorophenylmethyl)-1-butylamine hydrochloride